Cl.Cl.N[C@@H]1C[C@H](CC1)NC1=C2C(=NC=3N1N=CC3C)C3(CCCC3)C(C2)CO (8-(((1S,3S)-3-aminocyclopentyl)amino)-3-methyl-6,7-dihydrospiro[cyclopenta[d]pyrazolo[1,5-a]pyrimidine-5,1'-cyclopentane]-6-yl)methanol dihydrochloride